9-fluoro-3-(hydroxymethyl)-7-(methylamino)-6,7-dihydro-1H,5H-pyrido[3,2,1-ij]quinolin-1-one FC=1C=C2C(C=C(N3C2=C(C1)C(CC3)NC)CO)=O